(2S)-1-(3-chloro-2-methyl-phenyl)-2-methyl-piperazine ClC=1C(=C(C=CC1)N1[C@H](CNCC1)C)C